(S)-4-benzyl-3-((R)-8-((tert-butyldiphenylsilyl)oxy)-3-hydroxyoctanoyl)oxazolidin-2-one C(C1=CC=CC=C1)[C@@H]1N(C(OC1)=O)C(C[C@@H](CCCCCO[Si](C1=CC=CC=C1)(C1=CC=CC=C1)C(C)(C)C)O)=O